FC1(CC(C1)N1N=CC=2C1=NC(=CN2)C=2C(=C(C(=O)N)C=CC2S(=O)(=O)CCO)N2CCC1(CC1)CC2)F (1-(3,3-difluorocyclobutyl)-1H-pyrazolo[3,4-b]pyrazin-6-yl)-4-((2-hydroxyethyl)sulfonyl)-2-(6-azaspiro[2.5]oct-6-yl)benzamide